(3R,5R)-3-(8-cyano-quinolin-5-yl)-5-methyl-piperidine-1-carboxamidine C(#N)C=1C=CC(=C2C=CC=NC12)[C@@H]1CN(C[C@@H](C1)C)C(=N)N